9-chloro-10-fluoro-7-methyl-7,8,15,16-tetrahydro-3,6-etheno[1,2,4]triazolo[3,4-f][1,4,7,8,10]benzoxatetraazacyclotridecin-17(14H)-one ClC1=C(C=CC2=C1CN(C1=NN3C(C(NCCO2)=O)=NN=C3C=C1)C)F